C(C=C)(=O)OC1CCCCCCCCCCCCCC1 2-propenoic acid, cyclopentadecyl ester